tert-butyl 5-[[4-[[2-(tert-butoxycarbonylamino)acetyl] amino]-3,5-difluorophenyl]sulfonyl-[(4-methoxyphenyl)methyl]amino]thiazole-4-carboxylate C(C)(C)(C)OC(=O)NCC(=O)NC1=C(C=C(C=C1F)S(=O)(=O)N(C1=C(N=CS1)C(=O)OC(C)(C)C)CC1=CC=C(C=C1)OC)F